5-(9-(1-(2-cyclopropyl-5-methoxy-4-nitrophenyl)piperidin-4-yl)-2,9-diazaspiro[5.5]undec-2-yl)-2-(2,6-dioxopiperidin-3-yl)isoindoline-1,3-dione C1(CC1)C1=C(C=C(C(=C1)[N+](=O)[O-])OC)N1CCC(CC1)N1CCC2(CCCN(C2)C=2C=C3C(N(C(C3=CC2)=O)C2C(NC(CC2)=O)=O)=O)CC1